2-(difluoromethyl)aniline hydrochloride Cl.FC(C1=C(N)C=CC=C1)F